4-(4-(4-(benzo[d]thiazol-5-ylamino)quinolin-6-yl)-3-fluorobenzyl)-1-methylpiperazin-2-one S1C=NC2=C1C=CC(=C2)NC2=CC=NC1=CC=C(C=C21)C2=C(C=C(CN1CC(N(CC1)C)=O)C=C2)F